C(C(C)C)(=O)N1CCC(CC1)N1C(C(=C(C=C1)SC)C#N)=O (1-Isobutyrylpiperidin-4-yl)-4-(methylthio)-2-oxo-1,2-dihydropyridine-3-carbonitrile